C(C)(C)(C)OC(=O)N1CCN(CC1)C1=CC2=C(N(N=C2C(=C1)C)CC)NC=1SC(=C(N1)C1=CC=C(C=C1)F)C#N 4-(3-((5-cyano-4-(4-fluorophenyl)thiazol-2-yl)amino)-2-ethyl-7-methyl-2H-indazol-5-yl)piperazine-1-carboxylic acid tert-butyl ester